C(=CC)N1[C@@H](CCCC1)CNC(N[C@@H](CC1=CC=CC=C1)B(O)O)=O ((R)-1-(3-(((S)-1-propenylpiperidin-2-yl)methyl)ureido)-2-phenylethyl)boronic acid